CN1N=C(C(=C1C(=O)N)C(F)(F)F)C(C(F)(F)F)(F)F 2-methyl-5-(1,1,2,2,2-pentafluoroethyl)-4-(trifluoromethyl)pyrazole-3-carboxamide